CNC1CN(CCOC1)C(=O)OC(C)(C)C tert-butyl 6-(methyl-amino)-1,4-oxazepane-4-carboxylate